nonenetriamine C(C=CCCCCCC)(N)(N)N